FC=1C=C2C(NN=C(C2=CC1F)[C@@H](C)N(C(=O)C1=CC2=C(N=CO2)C=C1)C)=O (R)-N-(1-(6,7-difluoro-4-oxo-3,4-dihydrophthalazin-1-yl)ethyl)-N-methylbenzo[d]oxazole-6-carboxamide